ClC=1C=C(C=CC1F)C=1N=CN(C1C=1C=CC=2N(N1)C(=CN2)C#N)[C@@H]2CC(CC2)(F)F (S)-6-(4-(3-chloro-4-fluorophenyl)-1-(3,3-difluorocyclopentyl)-1H-imidazol-5-yl)imidazo[1,2-b]pyridazine-3-carbonitrile